(R)-4-((1-(3-(difluoromethyl)-2-fluorophenyl)ethyl)amino)-1-methyl-6-(1-methylcyclobutyl)pyrido[3,4-d]pyridazin FC(C=1C(=C(C=CC1)[C@@H](C)NC=1N=NC(=C2C1CN(C=C2)C2(CCC2)C)C)F)F